N1=CC(=CC=C1)C=1C2=C(NN1)SC(=C2)C(=O)N 3-(pyridin-3-yl)-1H-thieno[2,3-c]pyrazole-5-amide